6-fluoro-7-methoxybenzo[d]isothiazol-3(2H)one-1,1-dioxide FC1=C(C2=C(C(NS2(=O)=O)=O)C=C1)OC